tetradecyl-trimethyl-imidazole chloride [Cl-].C(CCCCCCCCCCCCC)CC=1NC(=C(N1)C)C